C1(=CC=CS1)CN(C(=O)OC1=CC=CC=N1)CC1=CC=CS1 6-[bis(thenyl)aminocarbonyloxy]pyridine